C(C1=CC=CC=C1)OC(=O)N1C[C@@H](CC[C@@H]1C)NC=1C2=C(N=CN1)NC=C2C(=O)OCC(C)C isobutyl 4-(((3r,6s)-1-((benzyloxy) carbonyl)-6-methylpiperidin-3-yl) amino)-7H-pyrrolo[2,3-d]pyrimidine-5-carboxylate